N,N-diethyl-N-methyl-N-(2-methoxyethyl)ammonium furo[3,2-c]pyridazine-6-carboxylate N1=NC=CC2=C1C=C(O2)C(=O)[O-].C(C)[N+](CCOC)(C)CC